5-chloro-3,4-dihydroquinolin-2(1H)-one ClC1=C2CCC(NC2=CC=C1)=O